C12(CC3CC(CC(C1)C3)C2)NCC(CS(=O)(=O)O)C 3-(1-adamantyl)amino-2-methyl-propane-1-sulfonic acid